tert-butyl-12-fluoro-4-(2-methylpyridin-3-yl)-8,13-dihydro-[1,2,4]triazolo[4',3':1,6]pyrido[3,2-b]benzo[f][1,4]oxazonine C(C)(C)(C)C1N=NC2=C(C=C3OCCC4=C(CN=C3N21)C(=CC=C4)F)C=4C(=NC=CC4)C